CC=1NC=2N(C(C1C=1C=C3C=CC=NC3=CC1)=O)N=C(C2)C2=CC=CC=C2 5-methyl-2-phenyl-6-(quinolin-6-yl)pyrazolo[1,5-a]pyrimidin-7(4H)-one